1-Methyl-N-((2-(3-(3-((4-methyl-4H-1,2,4-triazol-3-yl)methyl)oxetan-3-yl)phenyl)-7-(trifluoromethyl)-1H-benzo[d]imidazol-5-yl)methyl)-1H-imidazol-2-amine CN1C(=NC=C1)NCC1=CC2=C(NC(=N2)C2=CC(=CC=C2)C2(COC2)CC2=NN=CN2C)C(=C1)C(F)(F)F